(S)-2-(5-(2-(4-(4-Chlorophenyl)-2,3,9-trimethyl-6H-thieno[3,2-f][1,2,4]triazolo[4,3-a][1,4]diazepin-6-yl)acetamido)pentanamido)-N-(4,5-dimethylthiazol-2-yl)benzamide ClC1=CC=C(C=C1)C1=N[C@H](C=2N(C3=C1C(=C(S3)C)C)C(=NN2)C)CC(=O)NCCCCC(=O)NC2=C(C(=O)NC=3SC(=C(N3)C)C)C=CC=C2